COC1=NC=NC(=C1C1=CC=2C(=CN=C(C2)NC(=O)C2C(C2)C=O)N1C)OC N-(2-(4,6-dimethoxypyrimidin-5-yl)-1-methyl-1H-pyrrolo[2,3-c]pyridin-5-yl)-2-formylcyclopropane-1-carboxamide